N,N-dimethyl-1-(2-fluoro-4-(3-methyl-1-(tetrahydro-2H-pyran-4-yl)imidazo[1,5-a]quinoxalin-8-yl)phenyl)piperidin-4-amine CN(C1CCN(CC1)C1=C(C=C(C=C1)C1=CC=C2N=CC=3N(C2=C1)C(=NC3C)C3CCOCC3)F)C